2-(4-chlorophenyl)-3-cyclopropyl-1-(4H-1,2,4-triazol-1-yl)butan-2-ol sodium diethyl-sulfosuccinate salt C(C)C(C(C(=O)[O-])S(=O)(=O)O)(C(=O)[O-])CC.[Na+].ClC1=CC=C(C=C1)C(CN1N=CNC1)(C(C)C1CC1)O.[Na+]